6-fluoro-3-hydroxy-2-methylbenzoic acid methyl ester COC(C1=C(C(=CC=C1F)O)C)=O